N-[(2S)-1,4-Dioxan-2-ylmethyl]-8'-methyl-2'-(pyridin-2-ylmethyl)-2',5'-dihydrospiro[cyclobutan-1,4'-furo[2,3-g]indazol]-7'-carboxamid O1[C@H](COCC1)CNC(=O)C1=C(C2=C(CC3(C4=CN(N=C24)CC2=NC=CC=C2)CCC3)O1)C